C(C)(C)(C)C1=CC(=NO1)NC(=O)NC1=CC=C(C=C1)N1C=NC2=C1C=C(C=C2)N(C)CCN(C)C 1-(5-tert-butyl-isoxazol-3-yl)-3-(4-{6-[(2-dimethylamino-ethyl)-methyl-amino]-benzimidazol-1-yl}-phenyl)-urea